O=C1CCC[C@](N1)(C(=O)OCC)CCCC=C (S)-Ethyl 6-oxo-2-(pent-4-enyl)piperidine-2-carboxylate